(trans)-Methyl 4-((tert-butyldimethylsilyl)oxy)-cyclohexanecarboxylate [Si](C)(C)(C(C)(C)C)O[C@@H]1CC[C@H](CC1)C(=O)OC